dimethyl 4-bromopyridine-2,6-dicarboxylate BrC1=CC(=NC(=C1)C(=O)OC)C(=O)OC